NC=1N=C(C2=C(N1)CN(C2=O)C[C@H]2C[C@H](CCC2)C(F)(F)F)C(F)F 2-amino-4-(difluoromethyl)-6-(((1R,3S)-3-(trifluoromethyl)cyclohexyl)methyl)-6,7-dihydro-5H-pyrrolo[3,4-d]pyrimidin-5-one